NCCCCN(C1=C2CN(C(C2=CC=C1)=O)C1C(NC(CC1)=O)=O)CCCCCCN 3-(4-((4-aminobutyl)(6-aminohexyl)amino)-1-oxoisoindolin-2-yl)piperidine-2,6-dione